4-{β-(p-methoxyphenoxy)ethoxy}salicylate COC1=CC=C(OCCOC=2C=C(C(C(=O)[O-])=CC2)O)C=C1